C(C)(C)(C)OC(=O)N1C(CCCC1)CN1N=CC(=C1)C1=NC2=CC(=CC=C2N=C1)O ((4-(7-Hydroxyquinoxalin-2-yl)-1H-pyrazol-1-yl)methyl)piperidine-1-carboxylic acid tert-butyl ester